ClC1=C(C=C(C=C1)F)C(=O)NC=1C=C(C2=C(NC(=N2)COC)C1)C(=O)NC1=C(C(=CC=C1)Cl)C 6-{[(2-chloro-5-fluorophenyl)carbonyl]amino}-N-(3-chloro-2-methylphenyl)-2-(methoxymethyl)-1H-Benzimidazole-4-carboxamide